N1=C(C=CC=C1)C=1C=NC(=CC1)CNC1=CC(=NC=2N1N=CC2C2CC2)Cl N-([2,3'-bipyridyl]-6'-ylmethyl)-5-chloro-3-cyclopropylpyrazolo[1,5-a]pyrimidin-7-amine